p-t-octylphenol CC(C)(C)CC(C)(C)C1C=CC(O)=CC=1